sodium ortho-hydroxybenzoate OC1=C(C(=O)[O-])C=CC=C1.[Na+]